(E)-1-(3-methoxy-2-methyl-6-nitrostyryl)pyrrolidine COC=1C(=C(/C=C/N2CCCC2)C(=CC1)[N+](=O)[O-])C